CC(C)(CC(C)(C)C)[N+]#[C-] 2,4,4-trimethylpentan-2-ylisonitrile